COC1=C(C=C(C(=O)O)C=C1)S(NC1=NOC2=C1C(=CC(=C2)CN2N=CC(=C2)CNC(C#C)=O)OC)(=O)=O 4-methoxy-3-(N-(4-methoxy-6-((4-(propiolamidomethyl)-1H-pyrazol-1-yl)methyl)benzo[d]isoxazol-3-yl)sulfamoyl)benzoic acid